P(=O)([O-])([O-])O.[NH4+].[NH4+].[Br-].[NH4+] ammonium bromide diammonium phosphate